C(C)[C@H]1CN(CC1)C(=O)OC methyl (R)-3-ethylpyrrolidine-1-carboxylate